3-butyl-7-(ethylthio)-8-hydroxy-2-methyl-5-phenyl-2,3,4,5-tetrahydro-1,2,5-benzothiadiazepine 1,1-dioxide C(CCC)C1N(S(C2=C(N(C1)C1=CC=CC=C1)C=C(C(=C2)O)SCC)(=O)=O)C